N[C@@H]([C@@H](C)O)COC(C1=CC=CC=C1)(C1=CC=C(C=C1)OC)C1=CC=C(C=C1)OC (2R,3R)-3-amino-4-(bis(4-methoxyphenyl)(phenyl)methoxy)butan-2-ol